[C-]#N.C(CC)[NH+]1CCC(CC1)CCC 1,4-dipropylpiperidinium cyanide